FC1=CC(=C(C=C1)C1(CC1)C=1C2=C(N=CN1)CN(CC2)C(=O)OC(C)(C)C)C(F)(F)F Tert-Butyl 4-[1-[4-fluoro-2-(trifluoromethyl)phenyl]cyclopropyl]-5H,6H,7H,8H-pyrido[3,4-d]pyrimidine-7-carboxylate